ClC1=CC2=C(N(CC(N=C2N2C[C@H](N(C[C@@H]2C)C(=O)OC(C)(C)C)C)=O)C=2C(=NC=CC2C)C(C)C)N=C1C1=C(C=CC=C1)F tert-butyl (2R,5S)-4-(7-chloro-8-(2-fluorophenyl)-1-(2-isopropyl-4-methylpyridin-3-yl)-3-oxo-2,3-dihydro-1H-pyrido[2,3-e][1,4]diazepin-5-yl)-2,5-dimethylpiperazine-1-carboxylate